2-chloro-4-(5-(1-(2-cyanophenylsulfonyl)-1,2,3,6-tetrahydropyridin-4-yl)-1,3,4-thiadiazol-2-yl)-N,N-dimethylbenzamide ClC1=C(C(=O)N(C)C)C=CC(=C1)C=1SC(=NN1)C=1CCN(CC1)S(=O)(=O)C1=C(C=CC=C1)C#N